1-(bromomethyl)-2,3,4,5,6-pentafluorobenzene BrCC1=C(C(=C(C(=C1F)F)F)F)F